(3R)-piperidin-3-ol hydrochloride Cl.N1C[C@@H](CCC1)O